C(#N)C1=NC2=CC(=CC(=C2N=C1N1CC(CC(C1)F)F)[C@@H](C)NC1=C(C(=O)O)C=CC=C1)C 2-(((1R)-1-(2-cyano-3-(3,5-difluoropiperidin-1-yl)-7-methylquinoxalin-5-yl)ethyl)amino)benzoic acid